3-(4-amino-3-methoxyphenoxy)propane-1-sulfonic acid NC1=C(C=C(OCCCS(=O)(=O)O)C=C1)OC